C(C)(C)N1N=CC=2CC(CCC12)N 1-isopropyl-4,5,6,7-tetrahydro-1H-indazol-5-ylamine